C(C)(C)(C)OC(=O)N1C[C@@H]2COC3=C(CN2CC1)C=C(C(=C3F)Br)C#CC (12aR)-9-bromo-10-fluoro-8-(prop-1-yn-1-yl)-3,4,12,12a-tetrahydro-6H-pyrazino[2,1-c][1,4]benzooxazepine-2(1H)-carboxylic acid tert-butyl ester